CC1=NC(=CC=C1N1N=NC(=C1)C(=O)NCC1=CC(=NO1)C1=CC(=CC=C1)F)C 1-(2,6-dimethylpyridin-3-yl)-N-{[3-(3-fluorophenyl)-1,2-oxazol-5-yl]methyl}-1H-1,2,3-triazole-4-carboxamide